BrC=1C=CC2=C(CC3(CC=4N2C(=NN4)[C@@H]4CC[C@H](CC4)C(=O)N4CCCCC4)OCCO3)C1 [trans-4-(8'-Bromo-4'H,6'H-spiro[1,3-dioxolan-2,5'-[1,2,4]triazolo[4,3-a][1]benzazepin]-1'-yl)cyclohexyl](piperidin-1-yl)methanon